(S)-5-((tert-butyldiphenylsilyl)oxy)hexan-1-ol [Si](C1=CC=CC=C1)(C1=CC=CC=C1)(C(C)(C)C)O[C@H](CCCCO)C